tertiary butyl-formamidine C(C)(C)(C)C(=N)N